3-(1-oxo-6-(2,7-diazaspiro[3.5]nonan-2-yl)isoindol-2-yl)piperidine-2,6-dione hydrochloride Cl.O=C1N(CC2=CC=C(C=C12)N1CC2(C1)CCNCC2)C2C(NC(CC2)=O)=O